CN(CC\C=C/1\C(N(CC1)C=1C=CC=2N=CN=C(C2N1)NC1=CC(=C(C=C1)OC1=CC=2N(C=C1)N=CN2)C)=O)C (3E)-3-[3-(dimethylamino)propylidene]-1-{4-[(3-methyl-4-{[1,2,4]triazolo[1,5-a]pyridin-7-yloxy}phenyl)amino]pyrido[3,2-d]pyrimidin-6-yl}pyrrolidin-2-one